tert-butyl N-tert-butoxycarbonyl-N-[4-[methoxy(methyl)carbamoyl]-1,2,5-thiadiazol-3-yl]carbamate C(C)(C)(C)OC(=O)N(C(OC(C)(C)C)=O)C1=NSN=C1C(N(C)OC)=O